CN1CCN(CC1)CCO 1-methyl-4-(hydroxyethyl)piperazine